4-[[4-[8-[(1-cyclopropylsulfonylcyclopropyl)methoxy]-1-methyl-2-oxo-pyrido[2,3-d]pyridazin-3-yl]triazol-1-yl]methyl]benzonitrile C1(CC1)S(=O)(=O)C1(CC1)COC=1N=NC=C2C1N(C(C(=C2)C=2N=NN(C2)CC2=CC=C(C#N)C=C2)=O)C